O=C(C(=O)OCC)CC(C1=CC=C(C=C1)Br)=O ethyl 2,4-dioxo-4-p-bromophenylbutyrate